FC=1C=CC(=C(C1)[C@@H](C)NC=1C=CC=2N(N1)C(=CN2)C2=NC=CC(=N2)CCO)O (R)-2-(2-(6-((1-(5-fluoro-2-hydroxyphenyl)ethyl)amino)imidazo[1,2-b]pyridazin-3-yl)pyrimidin-4-yl)ethan-1-ol